tert-butyl-(E)-carboxylate C(C)(C)(C)C(=O)[O-]